(2-aminophenyl) dimethylphosphino oxide CP(C)OC1=C(C=CC=C1)N